ClC=1C=C2C(C(=CN(C2=CC1F)C=1C=NC(=CC1)N1CC(C1)N(C)C)C(=O)OCC)=O ethyl 6-chloro-1-[6-[3-(dimethylamino) azetidin-1-yl] pyridin-3-yl]-7-fluoro-4-oxoquinoline-3-carboxylate